methyl (S)-2-((2-(4-(4-bromo-1H-pyrazol-1-yl)-2,6-difluorophenyl)-7-methylimidazo[1,2-a]pyridin-3-yl)methyl)morpholine-4-carboxylate BrC=1C=NN(C1)C1=CC(=C(C(=C1)F)C=1N=C2N(C=CC(=C2)C)C1C[C@H]1CN(CCO1)C(=O)OC)F